7-chloro-3-(((5-(thiophen-2-ylmethyl)-4,5-dihydro-1H-imidazol-2-yl)thio)methyl)-5H-thiazolo[2,3-b]quinazoline dihydrochloride Cl.Cl.ClC=1C=C2CN3C(=NC2=CC1)SC=C3CSC=3NC(CN3)CC=3SC=CC3